N-(3-fluoro-5-(4,4,5,5-tetramethyl-1,3,2-dioxaborolan-2-yl)phenyl)acrylamide FC=1C=C(C=C(C1)B1OC(C(O1)(C)C)(C)C)NC(C=C)=O